1-(1H-indol-3-yl)-4-methoxy-butan-2-amine N1C=C(C2=CC=CC=C12)CC(CCOC)N